[Na].[Na].C1CCC2=CC=CC=C12 indane disodium salt